C(C)C1(CCCC1)OC(C1=C(C(=CC(=C1)I)I)O)=O 1-ethylcyclopentyl-2-hydroxy-3,5-diiodobenzoate